OC=1C=C(C=CC1)/C=C/C(=O)C1=CC=C(OCC(=O)NC2=CC=CC=C2)C=C1 2-[4-[(E)-3-(3-Hydroxyphenyl)prop-2-enoyl]phenoxy]-N-phenylacetamide